(2S,3R)-3-((2-aminopyridin-4-yl)methyl)-N2-(1-methyl-1H-pyrazol-5-yl)-N1-((R)-1-(2,4-difluoro-3-methylphenyl)propyl)-N1-methyl-N2-methyl-4-oxoazetidine-1,2-dicarboxamide NC1=NC=CC(=C1)C[C@@H]1[C@H](N(C1=O)C(=O)N(C)[C@H](CC)C1=C(C(=C(C=C1)F)C)F)C(=O)N(C)C1=CC=NN1C